ClC1=C(C=CC2=C1C(=NCC=1N2C(=NN1)C1=NC=NC=C1)C1=C(C=CC=C1F)F)Cl 7,8-dichloro-6-(2,6-difluorophenyl)-1-pyrimidin-4-yl-4H-[1,2,4]Triazolo[4,3-a][1,4]Benzodiazepine